N,N-diethyl-[2-(2-methylprop-2-enoyloxy)ethyl]Ammonium C(C)[NH+](CC)CCOC(C(=C)C)=O